[I-].S1C2=C(C=C1)C(=CC=C2)N2CC[N+](CC2)(CCCCOC2=CC=C1C=CC(NC1=C2)=O)COC(N(CC2=CC=CC=C2)CC2=CC=CC=C2)=O 4-(benzo[b]thiophen-4-yl)-1-((dibenzylcarbamoyloxy)methyl)-1-(4-(2-oxo-1,2-dihydroquinolin-7-yloxy)butyl)piperazin-1-ium iodide